3-nitro-2H-1,2,3-triazole [N+](=O)([O-])N1NNC=C1